stearyl-phosphorus Potassium [K].C(CCCCCCCCCCCCCCCCC)[P]